(R)-tert-butyl 4-(4-(phenylthio)-3-((4-aminosulfonyl-2-((trifluoromethyl)sulfonyl)phenyl)amino)butyl)piperazine-1-carboxylate C1(=CC=CC=C1)SC[C@@H](CCN1CCN(CC1)C(=O)OC(C)(C)C)NC1=C(C=C(C=C1)S(=O)(=O)N)S(=O)(=O)C(F)(F)F